COC(NC1=CC=C2C3=CNC([C@H](C\C=C/CCCNC2=C1)NC(\C=C\C1=C(C=CC(=C1)Cl)N1N=NN=C1)=O)=N3)=O {(Z)-(S)-15-[(E)-3-(5-Chloro-2-tetrazol-1-yl-phenyl)-acryloylamino]-8,17,19-triaza-tricyclo[14.2.1.02,7]nonadeca-1(18),2,4,6,12,16(19)-hexaen-5-yl}-carbamic Acid methyl ester